FC=1C=C2CN(C=NC2=CC1)CCC1=CC=C(C=C1)F 6-fluoro-3-(4-fluorophenethyl)-3,4-dihydroquinazolin